4-[(1S)-1-(3,5-difluoro-2-pyridyl)ethoxy]pyridin-2-one FC=1C(=NC=C(C1)F)[C@H](C)OC1=CC(NC=C1)=O